N2,N2,N4,N4-tetrakis(2-(2-(2-(2-azidoethoxy)ethoxy)ethoxy)ethyl)-6-chloro-1,3,5-triazine-2,4-diamine N(=[N+]=[N-])CCOCCOCCOCCN(C1=NC(=NC(=N1)N(CCOCCOCCOCCN=[N+]=[N-])CCOCCOCCOCCN=[N+]=[N-])Cl)CCOCCOCCOCCN=[N+]=[N-]